C(#N)CCC(C(=O)OC(C)(C)C)C=1C(=NC2=CC=CC(=C2C1)F)C tert-butyl 4-cyano-2-(5-fluoro-2-methylquinolin-3-yl)butanoate